6-chloropyridin-3-yl-boric acid ClC1=CC=C(C=N1)OB(O)O